BrC1=CC=2N(C(N(C(C2S1)=O)C=1C=NC=C(C1)OC)=O)CCC#N 3-[6-bromo-3-(5-methoxy-3-pyridinyl)-2,4-dioxo-thieno[3,2-d]pyrimidin-1-yl]propionitrile